(R)-2-(((benzyloxy)carbonyl)amino)-2-(1-carbamimidoylpiperidin-4-yl)acetic acid C(C1=CC=CC=C1)OC(=O)N[C@@H](C(=O)O)C1CCN(CC1)C(N)=N